(S)-1-(1-(2-((1H-1,2,3-triazol-4-yl)methyl)-1-oxo-1,2-dihydroisoquinolin-4-yl)ethyl)-3-(3-chloro-4-fluorophenyl)-1-methylurea N1N=NC(=C1)CN1C(C2=CC=CC=C2C(=C1)[C@H](C)N(C(=O)NC1=CC(=C(C=C1)F)Cl)C)=O